(R)-5-(1-Methyl-1H-pyrazol-5-yl)-7-(2-methyl-4-(methylsulfonyl)piperazin-1-yl)-3-(1H-pyrazol-5-yl)-1-(2,2,2-trifluoroethyl)-1H-pyrazolo[4,3-b]pyridine CN1N=CC=C1C1=CC(=C2C(=N1)C(=NN2CC(F)(F)F)C2=CC=NN2)N2[C@@H](CN(CC2)S(=O)(=O)C)C